1-acryloyl-4-(2-phenylacetyl)piperazin-2-one C(C=C)(=O)N1C(CN(CC1)C(CC1=CC=CC=C1)=O)=O